ClC=1C=C(C=CC1OCC1=NC=CC=C1)NC1=NC=NC2=CC=C(C(=C12)OC([2H])([2H])[2H])NC(\C=C\CN(C)C)=O (E)-N-(4-((3-Chloro-4-(pyridin-2-ylmethoxy)phenyl)amino)-5-(methoxy-d3)quinazoline-6-yl)-4-(dimethylamino)but-2-enamide